ClC1=C(C=CC=C1C1C(NC(CC1)=O)=O)C1=CC=C(C=C1)CN1C(C=CC=C1)=O 3-(2-chloro-4'-((2-oxopyridin-1(2H)-yl)methyl)-[1,1'-biphenyl]-3-yl)piperidine-2,6-dione